CC(=O)S The molecule is a thioacetic acid that is acetic acid in which the oxygen atom of the hydroxy group has been replaced by a sulfur atom. It is a tautomer of an ethanethioic O-acid.